ClC=1C=C(C(=NC1)OC)S(=O)(=O)NC1=NC=CC(=C1F)C=1C(=C2C=NC(=NC2=CC1)NC)F 5-Chloro-N-{3-fluoro-4-[5-fluoro-2-(methylamino)quinazolin-6-yl]pyridin-2-yl}-2-methoxypyridine-3-sulfonamide